ClC[C@]1([C@@]([C@H](CC1)CC1=CC=C(C=C1)F)(O)CN1N=CN=C1)C (1R,2R,5R)-2-ChloroMethyl-5-(4-fluorobenzyl)-2-methyl-1-(1H-1,2,4-triazole-1-ylmethyl)cyclopentanol